(RAC)-4-((2-fluoro-6-(1-methoxyethyl)phenyl)amino)-2-((6-methoxy-2-methyl-1,2,3,4-tetrahydroisoquinolin-7-yl)amino)pyrimidine-5-carboxamide FC1=C(C(=CC=C1)[C@@H](C)OC)NC1=NC(=NC=C1C(=O)N)NC1=C(C=C2CCN(CC2=C1)C)OC |r|